(1S,5S,6R)-3-(7-(3-chloro-2-cyclopropyl-5-hydroxyphenyl)-8-fluoro-2-((tetrahydro-1H-pyrrolizin-7a(5H)-yl)methoxy)pyrido[4,3-d]pyrimidin-4-yl)-3-azabicyclo[3.2.1]octan-6-ol ClC=1C(=C(C=C(C1)O)C1=C(C=2N=C(N=C(C2C=N1)N1C[C@@H]2C[C@H]([C@H](C1)C2)O)OCC21CCCN1CCC2)F)C2CC2